(S)-N-(3-(3-bromophenyl)-1-(methylamino)-1-oxopropan-2-yl)-3-(2-fluorophenyl)-1H-pyrazole BrC=1C=C(C=CC1)C[C@@H](C(=O)NC)N1N=C(C=C1)C1=C(C=CC=C1)F